fluoro-N-(1-(oxetan-3-yl)-3-(pyridin-2-yl)-1H-pyrazol-4-yl)-[2,3'-bipyridine]-6-carboxamide FC=1C(=NC(=CC1)C(=O)NC=1C(=NN(C1)C1COC1)C1=NC=CC=C1)C=1C=NC=CC1